BrC=1C=C2C=CNC2=CC1 5-bromo-1H-indol